OC1=C(C(=C(C(=C1C=O)O)C=O)O)C=O 2,4,6-trihydroxyl-1,3,5-benzenetricarboxaldehyde